1,5-dimethyl (2S)-2-(2-{[(benzyloxy)carbonyl]amino}acetamido)pentanedioate C(C1=CC=CC=C1)OC(=O)NCC(=O)N[C@H](C(=O)OC)CCC(=O)OC